OC1=CC=C(C=C1)C1=NN2C=NC=3C=CC=CC3C2=N1 2-(4-hydroxyphenyl)[1,2,4]triazolo[1,5-c]quinazolin